tert-butyl 4-[2-[(3S)-12-[2-(methoxymethoxy)phenyl]-3-methyl-4,8,10,11-tetrazatricyclo[7.4.0.02,7]trideca-1(9),2(7),10,12-tetraen-4-yl]pyrimidin-4-yl]piperazine-1-carboxylate COCOC1=C(C=CC=C1)C=1N=NC=2NC=3CCN([C@H](C3C2C1)C)C1=NC=CC(=N1)N1CCN(CC1)C(=O)OC(C)(C)C